COC=1C(=CC2=CN(N=C2C1)C)B1OC(C(O1)(C)C)(C)C 6-methoxy-2-methyl-5-(4,4,5,5-tetramethyl-1,3,2-dioxaborolan-2-yl)-2H-indazole